(9H-fluoren-9-yl)methyl (R)-(1-((3-cyclobutylisothiazol-5-yl)amino)-1-oxo-3-phenylpropan-2-yl)carbamate C1(CCC1)C1=NSC(=C1)NC([C@@H](CC1=CC=CC=C1)NC(OCC1C2=CC=CC=C2C=2C=CC=CC12)=O)=O